COC(=O)N1C2CN(CC1CC2)C2=NC(=CC(=C2)C)NC2=NNC(=C2)C 3-(4-methyl-6-((5-methyl-1H-pyrazol-3-yl)amino)pyridin-2-yl)-3,8-diazabicyclo[3.2.1]octane-8-carboxylic acid methyl ester